2-(2-(2-fluoro-5-nitrophenoxy)ethoxy)tetrahydro-2H-pyran FC1=C(OCCOC2OCCCC2)C=C(C=C1)[N+](=O)[O-]